[3-(dimethylamino)-3-oxo-propyl]-6-methyl-3-oxo-pyridazine-4-carboxylic acid CN(C(CCC1=C(C(NN=C1C)=O)C(=O)O)=O)C